N-((3R,4S)-4-((3-(2,6-difluoro-3,5-dimethoxyphenyl)-1-ethyl-2-thioxo-1,2,3,4-tetrahydropyrido[4,3-d]pyrimidin-7-yl)amino)tetrahydrofuran-3-yl)acrylamide FC1=C(C(=C(C=C1OC)OC)F)N1C(N(C2=C(C1)C=NC(=C2)N[C@H]2[C@H](COC2)NC(C=C)=O)CC)=S